O=C1C[C@H](OC2=CC(=CC=C12)OS(=O)(=O)C(C(C(C(F)(F)F)(F)F)(F)F)(F)F)C(=O)OCC ethyl (S)-4-oxo-7-(((perfluorobutyl)sulfonyl)oxy)chromane-2-carboxylate